1-tert-butyl-5-[(6-cyanopyridin-2-yl)amino]-3-(4-nitrophenyl)-1H-pyrazole-4-carboxamide C(C)(C)(C)N1N=C(C(=C1NC1=NC(=CC=C1)C#N)C(=O)N)C1=CC=C(C=C1)[N+](=O)[O-]